C(#N)C1=CC(=C(COC2=CC=CC(=N2)NCC2N(CCC2)CC2=NC3=C(N2CC)C=C(C=C3)C(=O)O)C=C1)F 2-((2-(((6-((4-cyano-2-fluorobenzyl)oxy)pyridin-2-yl)amino)methyl)pyrrolidin-1-yl)methyl)-1-(ethyl)-1H-benzo[d]imidazole-6-carboxylic acid